8-(4-((1-(2-(2,6-dioxopiperidin-3-yl)-1,3-dioxoisoindolin-5-yl)azetidin-3-yl)methyl)piperazin-1-yl)-9-ethyl-6,6-dimethyl-11-oxo-6,11-dihydro-5H-benzo[b]carbazole-3-carbonitrile O=C1NC(CCC1N1C(C2=CC=C(C=C2C1=O)N1CC(C1)CN1CCN(CC1)C=1C(=CC2=C(C(C=3NC4=CC(=CC=C4C3C2=O)C#N)(C)C)C1)CC)=O)=O